C1(CCC1)=CCN1N=CC=C1C(=O)N[C@H](C(=O)NC=1C=NC(=CC1)C=1C(=NNC1C)C)C1CCCCC1 (S)-1-(2-cyclobutylideneethyl)-N-(1-cyclohexyl-2-((6-(3,5-dimethyl-1H-pyrazol-4-yl)pyridin-3-yl)amino)-2-oxoethyl)-1H-pyrazole-5-carboxamide